C(C)(C)(C)OC(=O)C1N=NC=CC1 pyridazine-3(4H)-carboxylic acid tert-butyl ester